CC1=CC=C(C(=C1)C)C(=O)[O-] 5-methyltoluate